tert-butyl 4-[3-(2,6-dibenzyloxy-3-pyridyl)-1-methyl-indazol-6-yl]piperazine-1-carboxylate C(C1=CC=CC=C1)OC1=NC(=CC=C1C1=NN(C2=CC(=CC=C12)N1CCN(CC1)C(=O)OC(C)(C)C)C)OCC1=CC=CC=C1